[Li+].FC(C(=O)O[B-](OC(C(F)(F)F)=O)(OC(C(F)(F)F)=O)OC(C(F)(F)F)=O)(F)F.[Li+].C(C)(=O)C=1C2=C(C(=NC1)N)C(=NN2C2CNCC2)C#CC2=CC1=C(N(C(=N1)C)C1CC1)C=C2.FC(C(=O)O[B-](OC(C(F)(F)F)=O)(OC(C(F)(F)F)=O)OC(C(F)(F)F)=O)(F)F 3-(7-acetyl-4-amino-3-((1-cyclopropyl-2-methyl-1H-benzo[d]imidazol-5-yl)ethynyl)-1H-pyrazolo[4,3-c]pyridin-1-yl)pyrrolidin lithium tetrakis(trifluoroacetoxy)borate lithium